1,2,3,4-Tetrakis-o-(4-Nitrobenzoyl)Pentopyranose C1C(C(C(C(O1)OC(=O)C2=CC=C(C=C2)[N+](=O)[O-])OC(=O)C3=CC=C(C=C3)[N+](=O)[O-])OC(=O)C4=CC=C(C=C4)[N+](=O)[O-])OC(=O)C5=CC=C(C=C5)[N+](=O)[O-]